OC1CN(C1)C(=O)O[C@@H]1CC[C@H](CC1)C(N(CC12CCC(CC1)(CC2)C2=CC(=C(C=C2)OC)C)C2=CC(=C(C=C2)Cl)C=2C=NN(C2)C(C)C)=O 4-((4-Chloro-3-(1-isopropyl-1H-pyrazol-4-yl)phenyl)((4-(4-methoxy-3-methylphenyl)bicyclo[2.2.2]octan-1-yl)methyl)carbamoyl)(trans-cyclohexyl) 3-hydroxyazetidine-1-carboxylate